6-[2-(difluoromethyl)-6-methoxy-4-methyl-phenyl]-3-[(3R)-3-piperidyl]pyrido[2,3-b]pyrazine FC(C1=C(C(=CC(=C1)C)OC)C=1C=CC=2C(=NC(=CN2)[C@H]2CNCCC2)N1)F